C(CCC)[C@@]1(CS(C2=C(N(C1)C1=CC=C(C=C1)F)C=C(C(=C2)O\C=C(\C(=O)O)/F)SC)(=O)=O)CC (S)-(Z)-3-((3-butyl-3-ethyl-5-(4-fluorophenyl)-7-(methylthio)-1,1-dioxido-2,3,4,5-tetrahydro-1,5-benzothiazepin-8-yl)oxy)-2-fluoroacrylic acid